N[C@@H]1C2=CC=CC=C2CC12CCN(CC2)C=2C(=NC(=C(N2)C)SC2=C(C(=NC=C2)N)Cl)CO (S)-(3-(1-amino-1,3-dihydrospiro[inden-2,4'-piperidin]-1'-yl)-6-((2-amino-3-chloropyridin-4-yl)thio)-5-methylpyrazin-2-yl)methanol